FC1=CC=C2C(=CNC2=C1)C(CC#N)=O 3-(6-fluoro-1H-indol-3-yl)-3-oxopropanenitrile